4-(((2S,4S)-4-(cyclopropylmethoxy)-2-(4-((cyclopropylmethoxy)carbonyl)phenyl)piperidin-1-yl)methyl-yl)-5-methoxy-7-methyl-1H-indole-1-carboxylic acid tert-butyl ester C(C)(C)(C)OC(=O)N1CC=C2C(C(=CC(=C12)C)OC)=CN1[C@@H](C[C@H](CC1)OCC1CC1)C1=CC=C(C=C1)C(=O)OCC1CC1